C(C=C)C(CC=C)(CC=C)O 4-allyl-1,6-heptadien-4-ol